O.Cl monohydrochloride mono-hydrate